1H-pyrrole-one N1C(CC=C1)=O